CN1C[C@@H]2N(C=3N=CC=C(C3CC2)CCC(F)(F)F)CC1 (R)-8-methyl-4-(3,3,3-trifluoropropyl)-6,6a,7,8,9,10-hexahydro-5H-pyrazino[1,2-a][1,8]naphthyridine